D-phenylalanyl-L-cysteinyl-L-phenylalanyl-D-tryptophanyl-L-lysyl-L-threonyl-L-cysteinyl-L-threonine N[C@H](CC1=CC=CC=C1)C(=O)N[C@@H](CS)C(=O)N[C@@H](CC1=CC=CC=C1)C(=O)N[C@H](CC1=CNC2=CC=CC=C12)C(=O)N[C@@H](CCCCN)C(=O)N[C@@H]([C@H](O)C)C(=O)N[C@@H](CS)C(=O)N[C@@H]([C@H](O)C)C(=O)O